NC1=NC2=CC(=CC=C2C=C1Cl)SCC=1[C@H]([C@H]([C@@H](C1)N1C=CC2=C1N=CN=C2N)O)O (1S,2R,5R)-3-(((2-amino-3-chloroquinolin-7-yl)thio)methyl)-5-(4-amino-7H-pyrrolo[2,3-d]pyrimidin-7-yl)cyclopent-3-ene-1,2-diol